[OH-].OCC(C[NH3+])(CC)CO (2,2'-dihydroxymethylbutyl)-ammonium hydroxide